C(CNC1=C(C=C(C(=O)N)C=C1)[N+](=O)[O-])NC1=C(C=C(C(=O)N)C=C1)[N+](=O)[O-] 4,4'-(ethane-1,2-diylbis(azanediyl))bis(3-nitrobenzamide)